NC1=C(C(=NN1C1CC(CCC1)O)C1=CC=C(C=C1)CNC(C1=C(C=CC(=C1)F)OC)=O)C(=O)N 5-amino-3-(4-((5-fluoro-2-methoxybenzamido)methyl)phenyl)-1-(3-hydroxycyclohexyl)-1H-pyrazole-4-Formamide